NC=1C=C(C(C(=O)[O-])=CC1)O.[Na+] sodium para-aminosalicylate